C(C)(C)(C)OC([C@@H](NC(=O)OC(C)(C)C)CCCN/C(/NC(=O)OC(C)(C)C)=N\C(=O)OC(C)(C)C)=O.FC1=C(C(=C(C(=C1[B-](C1=C(C(=C(C(=C1F)F)F)F)F)(C1=C(C(=C(C(=C1F)F)F)F)F)C1=C(C(=C(C(=C1F)F)F)F)F)F)F)F)F.C1(=CC=CC=C1)[S+](C1=CC=C(C=C1)SC1=CC=CC=C1)C1=CC=CC=C1 diphenyl-4-thiophenoxyphenyl-Sulfonium tetrakis(pentafluorophenyl)borate tert-butyl-(E)-N2,Nω,Nω'-tris(tert-butoxycarbonyl)-L-argininate